NCC(CN1N=CN(C1=O)CC=1SC(=CC1)C#CC1=CC2=C(OCCN2)N=C1)=C(F)F 2-[2-(aminomethyl)-3,3-difluoro-allyl]-4-[[5-[2-(2,3-dihydro-1H-pyrido[2,3-b][1,4]oxazin-7-yl)ethynyl]-2-thienyl]methyl]-1,2,4-triazol-3-one